1-[3-fluoro-4-([2-[hydroxy(1-methylpiperidin-4-yl)methyl]-1,6-naphthyridin-7-yl]amino)phenyl]pyrazole-3-carboxylic acid FC=1C=C(C=CC1NC1=NC=C2C=CC(=NC2=C1)C(C1CCN(CC1)C)O)N1N=C(C=C1)C(=O)O